18-bromooctadecadienoic acid BrCCCCCCCCCCCCCC=CC=CC(=O)O